FC1=C(C=CC(=C1)OC)N1C(C2=CC=C(C=C2C1)OCC=1N=C(SC1)C)=O (2-fluoro-4-methoxyphenyl)-5-((2-methylthiazol-4-yl)methoxy)isoindolin-1-one